NC(CC(C)C=1C=C(C=CC1F)NC(C1=C(C=C(C(=C1)C(F)(F)F)C1CC1)OC1=C(C=C(C=C1)F)C)=O)=O N-(3-(4-Amino-4-oxobutan-2-yl)-4-fluorophenyl)-4-cyclopropyl-2-(4-fluoro-2-methylphenoxy)-5-(Trifluoromethyl)benzamide